(R)-N-((S)-9-(4-methoxybenzenesulfonyl)-2,3,4,9-tetrahydro-1H-carbazol-4-yl)-2-methylpropan-2-sulfinamide COC1=CC=C(C=C1)S(=O)(=O)N1C2=CC=CC=C2C=2[C@H](CCCC12)N[S@](=O)C(C)(C)C